2-(ethynyl)phenol C(#C)C1=C(C=CC=C1)O